4-chloro-2-phenyl-1H-pyrrolo[2,3-b]pyridine ClC1=C2C(=NC=C1)NC(=C2)C2=CC=CC=C2